C(C=C)(=O)OC(=O)C1=CC=CC=C1OC(C=C)=O 4-acryloyloxycarbonyl-5-acryloyloxybenzene